C(OCCC[Si](CC[SiH2]C=C(C)C)(C)C)(OCC)=O [3-[dimethyl [2-(dimethylvinylsilyl) ethyl] silyl] propyl] ethyl carbonate